C[C@@H]1N(C2=CC=C3C(=C2CC1)N=C(N3C3CCNCC3)[C@H](C)C3=CC=CC=C3)C(=O)OC methyl (S)-7-methyl-2-((R)-1-phenylethyl)-3-(piperidin-4-yl)-3,7,8,9-tetrahydro-6H-imidazo[4,5-f]quinoline-6-carboxylate